9-ethoxy-7-methoxy-10H-[1,3]dioxolo[4,5-b]xanthene-10-one C(C)OC=1C=C(C=C2OC=3C=C4C(=CC3C(C12)=O)OCO4)OC